ethyl 3-[1-(4-bromobutyl)-4-methyl-1H-benzotriazol-5-yl]-3-{4-chloro-3-[(1R)-1-(6-hydroxy-2,2-dioxo-2H-1,2λ6,3-benzoxathiazin-3(4H)-yl)ethyl]phenyl}propanoate BrCCCCN1N=NC2=C1C=CC(=C2C)C(CC(=O)OCC)C2=CC(=C(C=C2)Cl)[C@@H](C)N2S(OC1=C(C2)C=C(C=C1)O)(=O)=O